BrC1=C(SC=2C1=NC(=CC2N(C(OC(C)(C)C)=O)CC=2SC=CC2)Cl)C2OCC(CC2[N+](=O)[O-])=C tert-butyl (3-bromo-5-chloro-2-(5-methylene-3-nitrotetrahydro-2H-pyran-2-yl)thieno[3,2-b]pyridin-7-yl)(thiophen-2-ylmethyl)carbamate